2-Cyano-N-(5-(2-(((1r,4r)-4-((2-fluoroethyl)(methyl)amino)cyclohexyl)amino)-8-isopropyl-7-oxo-7,8-dihydropyrido[2,3-d]pyrimidin-6-yl)pyridin-2-yl)benzenesulfonamide C(#N)C1=C(C=CC=C1)S(=O)(=O)NC1=NC=C(C=C1)C1=CC2=C(N=C(N=C2)NC2CCC(CC2)N(C)CCF)N(C1=O)C(C)C